NC=1C(=C(C(=C(C1C1=CC=CC=C1)O)OC)C)OC 6-amino-3,5-dimethoxy-4-methyl-(1,1'-biphenyl)-2-ol